C(C1=CC=CC=C1)OCCC(=O)Cl 3-(benzyloxy)propionyl chloride